B(OS)(OS)[O-] dimercapto borate